CC1=C(C(=CC=C1)C)C1=NC(=NC(=C1)OC[C@@H](CCC1(CCC1)C)NCC=1N=C2C(=NC1)OC(=C2)C(C)C)NS(=O)(=O)C=2C=C(C(=O)O)C=CC2 3-{[4-(2,6-dimethyl-phenyl)-6-[(2R)-4-(1-methylcyclobutyl)-2-({[6-(propan-2-yl)furo[2,3-b]pyrazin-2-yl]methyl}amino)butoxy]pyrimidin-2-yl]sulfamoyl}benzoic acid